2-[1-(6-pyrrolidin-1-ylpyridazin-4-yl)indazol-6-yl]thiolane 1,1-dioxide N1(CCCC1)C1=CC(=CN=N1)N1N=CC2=CC=C(C=C12)C1S(CCC1)(=O)=O